ClC=1C=C(C=CC1F)C1=CN(C=2N=CN(C(C21)=O)CC(N2CCCC2)=O)CCO 5-(3-chloro-4-fluorophenyl)-7-(2-hydroxyethyl)-3-(2-oxo-2-(pyrrolidin-1-yl)ethyl)-3H-pyrrolo[2,3-d]pyrimidin-4(7H)-one